e-succinate C(CCC(=O)[O-])(=O)[O-]